(R)-6-chloro-N-(1-ethyl-2-oxoazetidin-3-yl)-8-((4-methoxybenzyl)(methyl)amino)imidazo[1,2-b]pyridazine-3-carboxamide ClC=1C=C(C=2N(N1)C(=CN2)C(=O)N[C@H]2C(N(C2)CC)=O)N(C)CC2=CC=C(C=C2)OC